Cl.NC1=C2C(=CN(C2=C(C(=C1)Cl)F)C=1N=NN(C1)CCO)C=1C=NNC1 2-[4-[4-amino-6-chloro-7-fluoro-3-(1H-pyrazol-4-yl)indol-1-yl]triazol-1-yl]ethanol hydrochloride